C(C)SC1=CC=CC=2C=3N(C(=NC12)N[C@H]1C(NCCNC1)=O)N=C(N3)C3=CC=C(C=C3)OC (6R)-6-{[7-(ethylsulfanyl)-2-(4-methoxyphenyl)[1,2,4]triazolo[1,5-c]quinazolin-5-yl]amino}-1,4-diazepan-5-one